1-(4-(8-((2-fluoro-6-methoxy-3-methyl-4-((1-methyl-1H-benzo[d][1,2,3]triazol-5-yl)oxy)phenyl)amino)pyrimido[5,4-d]pyrimidin-2-yl)piperazin-1-yl)prop-2-en-1-one FC1=C(C(=CC(=C1C)OC1=CC2=C(N(N=N2)C)C=C1)OC)NC1=NC=NC2=C1N=C(N=C2)N2CCN(CC2)C(C=C)=O